tert-butyl 2-(6-fluoro-1-(triisopropylsilyl)-1H-indol-5-yl)acetate FC1=C(C=C2C=CN(C2=C1)[Si](C(C)C)(C(C)C)C(C)C)CC(=O)OC(C)(C)C